4,5,6,7-tetrachloro-3-oxoisoindolin ClC1=C2C(NCC2=C(C(=C1Cl)Cl)Cl)=O